5-(2-chloro-7-(8-ethyl-7-fluoro-3-(methoxymethoxy)naphthalen-1-yl)-8-fluoropyrido[4,3-d]pyrimidin-4-yl)-N,N-dimethyl-4,5,6,7,8,9-hexahydropyrazolo[1,5-a][1,4]diazocine-2-carboxamide ClC=1N=C(C2=C(N1)C(=C(N=C2)C2=CC(=CC1=CC=C(C(=C21)CC)F)OCOC)F)N2CC=1N(CCCC2)N=C(C1)C(=O)N(C)C